1-((2-(2,6-dioxopiperidin-3-yl)-1,3-dioxoisoindolin-5-yl)methyl)piperidine-4-carboxylic acid O=C1NC(CCC1N1C(C2=CC=C(C=C2C1=O)CN1CCC(CC1)C(=O)O)=O)=O